1-methyl-N-((6-((5-methylisoxazol-3-yl)oxy)-1H-indol-2-yl)methyl)cyclopropanecarboxamide CC1(CC1)C(=O)NCC=1NC2=CC(=CC=C2C1)OC1=NOC(=C1)C